FC(C=1C=CC=2N(N1)C(=CN2)C2=CC(=NC=C2)N2CC(CCC2)CO)F (1-(4-(6-(Difluoromethyl)imidazo[1,2-b]pyridazin-3-yl)pyridin-2-yl)piperidin-3-yl)methanol